C1(CC1)N1N=CC(=C1)[C@H]1CN(C[C@H](O1)C)C1=NC(=C2N=CN(C2=N1)COCC[Si](C)(C)C)C1=C(C=C(C=C1)C(F)(F)F)F (2S,6R)-2-(1-cyclopropyl-1H-pyrazol-4-yl)-4-(6-(2-fluoro-4-(trifluoromethyl)phenyl)-9-((2-(trimethylsilyl)ethoxy)methyl)-9H-purin-2-yl)-6-methyl-morpholine